C(C=C)C1=CC(=C(C=C1)O)OC 4-allyl-2-methoxy-phenol